5-bromo-N-((1R,3R)-3-hydroxycyclobutyl)pyridineamide BrC=1C=CC(=NC1)C(=O)NC1CC(C1)O